ClC1=CC=C(C=C1)CC1C(C(CC1)=O)(C)C (4-chlorophenyl)methyl-2,2-dimethylcyclopentanone